CC(C(=O)OCC(C)(C1=CC(=C(C=C1)Cl)F)NC(NC1=C(C(=CC=C1)CNC=1OC=CN1)N)=S)(C)C 2-{[(2-amino-3-{[(1,3-oxazol-2-yl)amino]methyl}phenyl)carbamothioyl]amino}-2-(4-chloro-3-fluorophenyl)propyl 2,2-dimethylpropanoate